C1(CC1)C=1C=CC(=NC1F)C(NC(=O)C1N(CC(C1)F)C(CC1=NC=CN(C1=O)CC)=O)C1=CC=CC=C1 N-[(5-cyclopropyl-6-fluoropyridin-2-yl)(phenyl)methyl]-1-[2-(4-ethyl-3-oxo-3,4-dihydropyrazin-2-yl)acetyl]-4-fluoropyrrolidine-2-carboxamide